4-bromo-1-(3-methoxyphenethyl)-1H-pyrrolo[3,2-c]quinoline BrC1=NC=2C=CC=CC2C2=C1C=CN2CCC2=CC(=CC=C2)OC